7-(cyclopropylmethoxy)-2-(6-fluoro-1-methyl-1H-indol-4-yl)-6-methoxy-4-(piperidine-1-carbonyl)isoquinolin-1(2H)-one C1(CC1)COC1=C(C=C2C(=CN(C(C2=C1)=O)C1=C2C=CN(C2=CC(=C1)F)C)C(=O)N1CCCCC1)OC